3-4,5-dihydroimidazol-1-yl-propyltrimethoxysilane N1(C=NCC1)CCC[Si](OC)(OC)OC